N1CCCC=2C(=NC3=C(C12)C=CC=C3)O 1,2,3,4-tetrahydrobenzo[h][1,6]naphthyridin-5-ol